5-(2-oxa-6-azaspiro[3.4]octan-6-yl)pyrazolo[1,5-a]pyrimidine C1OCC12CN(CC2)C2=NC=1N(C=C2)N=CC1